tert-butyl-1-(3-chloro-2-fluorobenzyl)-2-methylpiperidine-4-carboxylate C(C)(C)(C)OC(=O)C1CC(N(CC1)CC1=C(C(=CC=C1)Cl)F)C